2-(4-amino-6-methyl-7H-pyrrolo[2,3-d]pyrimidin-7-yl)acetic acid NC=1C2=C(N=CN1)N(C(=C2)C)CC(=O)O